CC1CCCC2=C(C=CC=C12)C 1,5-dimethyltetrahydronaphthalene